boric acid aluminum [Al].B(O)(O)O